tert-butyl ((4-(N-(tert-butoxycarbonyl)carbamimidoyl)-5-fluorothiophen-2-yl)methyl)carbamate C(C)(C)(C)OC(=O)NC(=N)C=1C=C(SC1F)CNC(OC(C)(C)C)=O